FC=1C=C(COC2=NC(NC(=C2)OC)=O)C=C(C1OC1=CC(=NC=C1)C(F)(F)F)F 4-((3,5-difluoro-4-((2-(trifluoromethyl)pyridin-4-yl)oxy)benzyl)oxy)-6-methoxypyrimidin-2(1H)-one